(1S,5R)-3-(tert-butoxycarbonyl)-3-azabicyclo[3.1.0]hexane-2-carboxylic acid C(C)(C)(C)OC(=O)N1C([C@H]2C[C@H]2C1)C(=O)O